Cis-racemic-[1-acryloyl-5-(7H-pyrrolo[2,3-d]pyrimidin-4-ylamino)piperidin-3-yl]acetonitrile C(C=C)(=O)N1C[C@H](C[C@H](C1)NC=1C2=C(N=CN1)NC=C2)CC#N |r|